2-(2-fluoro-4-(2-((8-fluoro-[1,2,4]triazolo[1,5-a]pyridin-2-yl)amino)-2-oxoethyl)phenoxy)pyridine-3-carboxamide FC1=C(OC2=NC=CC=C2C(=O)N)C=CC(=C1)CC(=O)NC1=NN2C(C(=CC=C2)F)=N1